3-methyl-1,2-diaminobenzene CC=1C(=C(C=CC1)N)N